N1=C2C(=CC=C1)COC=C2 pyrano[4,3-b]pyridine